6-(4-cyclopropyl-6-methoxypyrimidin-5-yl)-8-(4-(1-isopropyl-4-(trifluoromethyl)-1H-imidazol-2-yl)benzyl)-1-methyl-1,8-dihydropyrazolo[4',3':4,5]pyrrolo[2,3-d]pyrimidine C1(CC1)C1=NC=NC(=C1C1=NC=C2C(=N1)N(C1=C2C=NN1C)CC1=CC=C(C=C1)C=1N(C=C(N1)C(F)(F)F)C(C)C)OC